O1C=C(C2=C1C=CC=C2)CCO 2-(benzofuran-3-yl)ethan-1-ol